(trans)-4-((((trans)-4-(3-Chloro-4-methoxyphenyl)cyclohexyl)methyl)(4-(1-isopropyl-1H-pyrazol-4-yl)pyridin-2-yl)carbamoyl)cyclohexyl (2-hydroxy-2-methylpropyl)carbamate OC(CNC(O[C@@H]1CC[C@H](CC1)C(N(C1=NC=CC(=C1)C=1C=NN(C1)C(C)C)C[C@@H]1CC[C@H](CC1)C1=CC(=C(C=C1)OC)Cl)=O)=O)(C)C